3-((S)-3-((S)-8-(1H-pyrrolo[3,2-b]pyridin-6-ylsulfonyl)-1-oxa-8-azaspiro[4.5]decan-3-ylamino)-2-hydroxypropoxy)benzenesulfonamide N1C=CC2=NC=C(C=C21)S(=O)(=O)N2CCC1(C[C@@H](CO1)NC[C@@H](COC=1C=C(C=CC1)S(=O)(=O)N)O)CC2